diisopropyl (2,5-dihydroxyphenyl) phosphate P(=O)(OC(C)C)(OC(C)C)OC1=C(C=CC(=C1)O)O